1-cyclopropyl-4-(4-((4-(isopropylamino)-5-(trifluoromethyl)-7H-pyrrolo[2,3-d]pyrimidin-2-yl)amino)-3-methoxyphenyl)-1,4-azaphosphinane 4-oxide C1(CC1)N1CCP(CC1)(C1=CC(=C(C=C1)NC=1N=C(C2=C(N1)NC=C2C(F)(F)F)NC(C)C)OC)=O